2-(2-bromo-4-chlorophenyl)-2-methylpropanoyl chloride BrC1=C(C=CC(=C1)Cl)C(C(=O)Cl)(C)C